(R)-5-(dimethylamino)-2-fluoro-4-(((3-fluoropyrrolidin-1-yl)sulfonyl)carbamoyl)benzoic acid CN(C=1C(=CC(=C(C(=O)O)C1)F)C(NS(=O)(=O)N1C[C@@H](CC1)F)=O)C